6-(2,4-Dichlorophenyl)-5-(4-((1-(3-fluoropropyl) pyrrolidin-3-yl) methyl) phenyl)-7,8-dihydronaphthalene-2-carboxylate ClC1=C(C=CC(=C1)Cl)C1=C(C=2C=CC(=CC2CC1)C(=O)[O-])C1=CC=C(C=C1)CC1CN(CC1)CCCF